FC=1C=C(C=NC1N1C=NC(=C1)N1C(CCC1)=O)NC(CC1=NC(=CC=C1)C(F)(F)F)=O N-(5-fluoro-6-(4-(2-oxopyrrolidin-1-yl)-1H-imidazol-1-yl)pyridin-3-yl)-2-(6-(trifluoromethyl)pyridin-2-yl)acetamide